C(C)OC(=O)C1(OC2=C(C(=CC(=C2CC1O)C)C)C)C hydroxy-2,5,7,8-tetramethylchromane-2-carboxylic acid ethyl ester